N1CC2(C1)C1C(CC3=C2C(=CS3)C#N)C1 spiro[4a,5,5a,6-tetrahydrocyclopropa[f]benzothiophene-4,3'-azetidine]-3-carbonitrile